ClC=1C=C(C=C(C1)S(=O)(=O)C)NC(=O)C=1C=NN(C1)C1=NC=CC=C1C=1C=NC=NC1 N-(3-chloro-5-(methylsulfonyl)phenyl)-1-(3-(pyrimidin-5-yl)pyridin-2-yl)-1H-pyrazole-4-carboxamide